((2-hydroxy-3-methoxybenzylidene)amino)pyridine-2-sulfonamide OC1=C(C=NC=2C(=NC=CC2)S(=O)(=O)N)C=CC=C1OC